Calcium nitrate [N+](=O)([O-])[O-].[Ca+2].[N+](=O)([O-])[O-]